tert-butyl 2-(tert-butoxycarbonylamino)-4-[4,4,4-trifluoro-3-(triazol-2-yl)butyl]sulfanyl-butanoate C(C)(C)(C)OC(=O)NC(C(=O)OC(C)(C)C)CCSCCC(C(F)(F)F)N1N=CC=N1